(R)-(+)-2-pyrrolide N1[C-]=CC=C1